ClC1=CC=C2C(=CNC2=C1OC1CC1)S(=O)(=O)NC1=NC=C(C(=N1)OC)CC(F)F 6-chloro-7-(cyclopropyloxy)-N-[5-(2,2-difluoroethyl)-4-methoxy-pyrimidin-2-yl]-1H-indole-3-sulfonic acid amide